9-phenyl-9-[4-(triphenyl-silyl)phenyl]-9H-fluorene C1(=CC=CC=C1)C1(C2=CC=CC=C2C=2C=CC=CC12)C1=CC=C(C=C1)[Si](C1=CC=CC=C1)(C1=CC=CC=C1)C1=CC=CC=C1